2-[7-[[5-(trifluoromethyl)-2-pyridyl]methyl]-2-azaspiro[3.5]nonane-2-carbonyl]-7-oxa-2,5-diazaspiro[3.4]octan-6-one FC(C=1C=CC(=NC1)CC1CCC2(CN(C2)C(=O)N2CC3(C2)NC(OC3)=O)CC1)(F)F